BrC=1C(=C(C=CC1)NC(=O)NC1=CC(=NC=C1)OC)CO 1-(3-bromo-2-hydroxymethylphenyl)-3-(2-methoxypyridin-4-yl)urea